CN1N=CC(=C1C)C(=O)OC methyl 1,5-dimethylpyrazole-4-carboxylate